OC1=C(C(C)(C)C=2C=C(C=C(C2)N2N=C3C(=N2)C=CC=C3)C(C3=CC=CC=C3)(C)C)C=CC=C1 2-(2'-hydroxy-3',5'-bis(α,α-dimethylbenzyl)phenyl)benzotriazole